6-bromo-N4-(2-methoxyethyl)pyridine-3,4-diamine BrC1=CC(=C(C=N1)N)NCCOC